N,N-dicyanoethyl-octadecylamine C(#N)N(C#N)C(CCCCCCCCCCCCCCCCC)CC